[Si](C)(C)(C(C)(C)C)OCCN1[C@H](CCC1)CNC(=O)C=1C=C(C(=NC1)C)NC(=O)C=1C=NN2C1SC(=C2)C=2C=NN(C2)C (R)-N-(5-(((1-(2-((tert-butyldimethylsilyl)oxy)ethyl)pyrrolidin-2-yl)methyl)carbamoyl)-2-methylpyridin-3-yl)-2-(1-methyl-1H-pyrazol-4-yl)pyrazolo[5,1-b]thiazole-7-carboxamide